4-(2-((5-methoxy-7-methyl-1H-indol-4-yl)methyl)-2-azaspiro[3.4]oct-1-yl)benzoic acid COC=1C(=C2C=CNC2=C(C1)C)CN1C(C2(C1)CCCC2)C2=CC=C(C(=O)O)C=C2